tert-butyl (4-(4-((4-((1-(tert-butyl)-5-((1S,3R)-3-(((4-nitrophenoxy)carbonyl)oxy)cyclopentyl)-1H-pyrazol-3-yl)amino)piperidin-1-yl)sulfonyl)-1H-pyrazol-1-yl)butyl)carbamate C(C)(C)(C)N1N=C(C=C1[C@@H]1C[C@@H](CC1)OC(=O)OC1=CC=C(C=C1)[N+](=O)[O-])NC1CCN(CC1)S(=O)(=O)C=1C=NN(C1)CCCCNC(OC(C)(C)C)=O